O=C1N(C(C2=CC=CC=C12)=O)CC(=O)O 2-(1,3-dioxo-2,3-dihydro-1H-isoindol-2-yl)acetic acid